C(C)(=O)OC1=C2C(=C3[C@H](CN(C3=C1)C(CCCC(=O)N1C[C@@H](C3=C4C(=C(C=C13)OC(C)=O)SC=C4C)CCl)=O)CCl)C(=CS2)C (8R,8'R)-glutaroylbis(8-(chloromethyl)-1-methyl-7,8-dihydro-6H-thieno[3,2-e]indole-6,4-diyl) Diacetate